3-(2-(4-hydroxy-3-(methylsulfonamido)phenyl)-1-oxo-1,2,3,4-tetrahydroisoquinolin-6-yl)-5-(trifluoromethyl)benzamide OC1=C(C=C(C=C1)N1C(C2=CC=C(C=C2CC1)C=1C=C(C(=O)N)C=C(C1)C(F)(F)F)=O)NS(=O)(=O)C